tert-Butyl (2R,3'S)-2-(methoxymethyl)-[1,3'-bipyrrolidine]-1'-carboxylate COC[C@@H]1N(CCC1)[C@@H]1CN(CC1)C(=O)OC(C)(C)C